C1(CC1)[C@]1(C(N(C[C@H]1C)C=1C=2N(N=CC1)C=C(C2)C=2C=1N(C=CN2)C=CN1)=O)C#N (3R,4S)-3-cyclopropyl-1-(6-imidazo[1,2-a]pyrazin-8-ylpyrrolo[1,2-b]pyridazin-4-yl)-4-methyl-2-oxopyrrolidine-3-carbonitrile